dodecylbenzenesulfonic acid isopropylamine salt C(C)(C)N.C(CCCCCCCCCCC)C1=C(C=CC=C1)S(=O)(=O)O